methacrylic acid-N-hydroxymethyl-acrylamide OCNC(C=C)=O.C(C(=C)C)(=O)O